7-Bromo-4-ethylsulfanyl-isochinolin BrC1=CC=C2C(=CN=CC2=C1)SCC